6-[3-(4-mesyl-2-anisidino)-1-propynyl]-1-(2,2,2-trifluoroethyl)-1H-benzo[d]imidazole-4-carboxamide S(=O)(=O)(C)C=1C=C(C(OC)=CC1)NCC#CC=1C=C(C2=C(N(C=N2)CC(F)(F)F)C1)C(=O)N